S-methyl-L-methionine sulfonium [SH3+].C[S+](CC[C@H](N)C(=O)O)C